C1(CCC1)N1C(=CC2=CC=C(C=C12)F)N 1-cyclobutyl-6-fluoro-1H-indol-2-amine